triphenyl ethylene phenyl phosphate P(=O)(OC1=CC=CC=C1)(O)O.C1(=CC=CC=C1)C=C(C1=CC=CC=C1)C1=CC=CC=C1